[6-[3-(trifluoromethyl)-1,2,4-triazol-1-yl]-2-azaspiro[3.3]heptan-2-yl]-[6-[(4-triflylpyrazol-1-yl)methyl]-2-azaspiro[3.3]heptan-2-yl]methanone FC(C1=NN(C=N1)C1CC2(CN(C2)C(=O)N2CC3(C2)CC(C3)CN3N=CC(=C3)S(=O)(=O)C(F)(F)F)C1)(F)F